C1(CCCCC1)NC(CCS(=O)(=O)O)C N-cyclohexyl-3-aminobutanesulfonic acid